propenyl phenyl carbonate C(OC=CC)(OC1=CC=CC=C1)=O